3-(5-((5-(4'-chloro-[1,1'-biphenyl]-2-carbonyl)-2,5-diazabicyclo[2.2.1]heptane-2-yl)methyl)-1-oxoisoindolin-2-yl)piperidine-2,6-dione ClC1=CC=C(C=C1)C=1C(=CC=CC1)C(=O)N1C2CN(C(C1)C2)CC=2C=C1CN(C(C1=CC2)=O)C2C(NC(CC2)=O)=O